N(=[N+]=[N-])C=1C(=C(C#N)C=CC1)Cl 3-azido-2-chlorobenzonitrile